C(C)C1=NN(C(=C1C(=O)O)C)C1=NC=C(C=C1)S(NC=1C=CC=C2C=NN(C12)C)(=O)=O.N[C@@H](C)C(=O)NCC(=O)O L-alanyl-glycine ethyl-5-methyl-1-(5-(N-(1-methyl-1H-indazol-7-yl)sulfamoyl)pyridin-2-yl)-1H-pyrazole-4-carboxylate